OC1(CCC2(CCCC2)CC1)CC=O 2-(8-hydroxyspiro[4.5]decan-8-yl)ethan-1-one